C=C(C)C=1NC2=CC=CC=C2C1 2-(prop-1-en-2-yl)-1H-indole